tert-butyl 3-(8-chloro-9-fluoro-2-methyl-3-oxo-1H-pyrrolo[3,4-c][2,7]naphthyridin-5-yl)-3,8-diazabicyclo[3.2.1]octane-8-carboxylate ClC1=C(C=2C3=C(N=C(C2C=N1)N1CC2CCC(C1)N2C(=O)OC(C)(C)C)C(N(C3)C)=O)F